((4-aminopyridin-2-yl)amino)-2-methylpropan-2-ol NC1=CC(=NC=C1)NCC(C)(O)C